4-(2-methoxybenzyl)-3,4-dihydroquinolin-2(1H)-one COC1=C(CC2CC(NC3=CC=CC=C23)=O)C=CC=C1